O=C(CCCC1=NNC(C2=CC=CC=C12)=O)N1C2CN(CC1C2)C2=NC=C(C=N2)C(F)(F)F.[F+] Fluorine (i) 4-(4-oxo-4-(3-(5-(trifluoromethyl)pyrimidin-2-yl)-3,6-diazabicyclo[3.1.1]heptan-6-yl)butyl)phthalazin-1(2H)-one